(S)-8-((3S,5R)-4-acryloyl-3,5-dimethylpiperazin-1-yl)-11-(4,4-difluorocyclohexyl)-3-(pyrimidin-2-yloxy)-10-(trifluoromethyl)-3,4-dihydro-2H,6H-[1,4]thiazepino[2,3,4-ij]quinazolin-6-one C(C=C)(=O)N1[C@H](CN(C[C@H]1C)C1=NC(N2C3=C(C(=C(C=C13)C(F)(F)F)C1CCC(CC1)(F)F)SC[C@H](C2)OC2=NC=CC=N2)=O)C